CCCCCCCCCCCCCCCCCCCCCCCCCCCCCCCCCCCCCCCCCCCCC n-Pentatetracontane